ClC=1C=CC=2N(C(N=C(C2N1)N1C[C@H]([C@@H](CC1)OC1=CC(=CC=C1)C(F)(F)F)OC)=O)C 6-Chloro-4-((3R,4R)-3-methoxy-4-(3-(trifluoromethyl)phenoxy)piperidin-1-yl)-1-methylpyrido[3,2-d]pyrimidin-2(1H)-one